N-{2,3-Difluoro-4-[5-(trifluoromethyl)-1,2,4-oxadiazol-3-yl]benzyl}butanamid diethyl-8-bromo-5,6-dichloro-2,3-dihydro-1H-pyrrolo[1,2-a]indole-1,1-dicarboxylate C(C)OC(=O)C1(CCN2C1=CC=1C(=CC(=C(C21)Cl)Cl)Br)C(=O)OCC.FC2=C(CNC(CCC)=O)C=CC(=C2F)C2=NOC(=N2)C(F)(F)F